Indolo[3,2,1-jk]carbazol-6-yl-boronic acid C1=C2C=3C=CC=CC3N3C2=C(C=C1)C1=CC=C(C=C13)B(O)O